C1(CC1)COC=1C=C(C=CC1OC(F)F)N1N=C(C=CC1=O)C(=O)OCCCCO oxapentan-5-yl 1-(3-(cyclopropylmethoxy)-4-(difluoromethoxy) phenyl)-6-oxo-1,6-dihydropyridazine-3-carboxylate